(carboxymethyl)-cysteine C(=O)(O)CN[C@@H](CS)C(=O)O